N[C@H](C1=NC2=C(N1)C=CC(=C2)[C@@H](C)NC(C[C@@H](C(F)(F)F)C)=O)C2CCC(CC2)(F)F |o1:16| (S*)-N-((R)-1-(2-((S)-Amino(4,4-difluorocyclohexyl)methyl)-1H-benzo[d]imidazol-5-yl)ethyl)-4,4,4-trifluoro-3-methylbutanamide